OC(=O)C=1C=C2C=CC3=C(OCC=C3)C2=CC1 8-hydroxycarbonyl-2H-naphtho[1,2-b]pyrane